1-(1-hydroxyethyl)-7-azabicyclo[2.2.1]heptane-7-carboxylic acid tert-butyl ester C(C)(C)(C)OC(=O)N1C2(CCC1CC2)C(C)O